3,3'-thiodipropionic acid dimyristyl ester C(CCCCCCCCCCCCC)OC(CCSCCC(=O)OCCCCCCCCCCCCCC)=O